O=C1C=NCC=C1 oxo-3,6-dihydropyridine